ClC1=C(C(=CC=C1)[N+](=O)[O-])N1CCC(CC1)C(F)(F)F 1-(2-chloro-6-nitro-phenyl)-4-(trifluoromethyl)piperidine